CN(C1CCN(CC1)C1=C(C=C(C=C1)NC=1N=C(C2=C(N1)SC=C2C(=O)N)NC2(CC2)C)OC)C 2-((4-(4-(dimethylamino)piperidin-1-yl)-3-methoxyphenyl)amino)-4-((1-methylcyclopropyl)amino)thieno[2,3-d]pyrimidine-5-carboxamide